C1(CC1)C1=NC=NC(=C1C1=NC(=C2C(=N1)N(N=C2)CC)OCC2=CC(=C(C=C2)C=2N(C=C(N2)C(F)(F)F)C)F)OC 6-(4-cyclopropyl-6-methoxy-pyrimidin-5-yl)-1-ethyl-4-[[3-fluoro-4-[1-methyl-4-(trifluoromethyl)imidazol-2-yl]phenyl]methoxy]pyrazolo[3,4-d]pyrimidine